N-(oxazolo[4,5-b]pyridin-2-yl)-S-trityl-L-cysteine O1C(=NC2=NC=CC=C21)N[C@@H](CSC(C2=CC=CC=C2)(C2=CC=CC=C2)C2=CC=CC=C2)C(=O)O